2-cyclopentyl-4,6-bis(benzhydryl)aniline C1(CCCC1)C1=C(N)C(=CC(=C1)C(C1=CC=CC=C1)C1=CC=CC=C1)C(C1=CC=CC=C1)C1=CC=CC=C1